(5-(3,3-Difluoropiperidin-1-yl)-1-methyl-6-oxo-1,6-dihydropyridazin-3-yl)boronic acid FC1(CN(CCC1)C1=CC(=NN(C1=O)C)B(O)O)F